({2-[4'-fluoro-2'-(4-methyl-1,2,4-triazol-3-yl)-[1,1'-biphenyl]-3-yl]-7-methyl-1,3-benzoxazol-5-yl}methyl)[(2S)-1-methoxypropan-2-yl]amine FC1=CC(=C(C=C1)C1=CC(=CC=C1)C=1OC2=C(N1)C=C(C=C2C)CN[C@H](COC)C)C2=NN=CN2C